OCCN(CCCCCCCC(=O)OCC(CCCCCCCC)CCCCCC)CCCCCCOC(=O)OCCCCCCCCC 2-hexyldecyl 8-((2-hydroxyethyl)(6-(((nonyloxy)carbonyl)oxy)hexyl)amino)octanoate